N-(trans-4-(dimethylamino)cyclohexyl)-4-(8-hydroxyquinolin-6-yl)benzamide CN([C@@H]1CC[C@H](CC1)NC(C1=CC=C(C=C1)C=1C=C2C=CC=NC2=C(C1)O)=O)C